2-(4-chloro-phenyl)-4,6-diphenyl-benzoxazole ClC1=CC=C(C=C1)C=1OC2=C(N1)C(=CC(=C2)C2=CC=CC=C2)C2=CC=CC=C2